CN(S(=O)(=O)C1=CC=C(C=C1)S(=O)(=O)N1CC2(C3=CC=C(C=C13)C)CCCC2)C N,N-dimethyl-4-({6'-methyl-1',2'-dihydrospiro[cyclopentane-1,3'-indol]-1'-yl}sulfonyl)benzene-1-sulfonamide